C(C)(=O)C1=CC=C(N=N1)C=1C(=C(C=CC1)NC1=C(N=NC(=C1)NC(=O)C1CC1)C(=O)NC([2H])([2H])[2H])OC 4-((3-(6-acetylpyridazin-3-yl)-2-methoxyphenyl)amino)-6-(cyclopropanecarboxamido)-N-trideuteromethylpyridazine-3-carboxamide